FC(C(=O)N1C2CN(CC1CC2)C=2C=CC=1N=CN=C(C1N2)NC2=CC(=C(C=C2)OC2=CC1=C(N(N=N1)C)C=C2)C)=C 2-fluoro-1-(3-(4-((3-methyl-4-((1-methyl-1H-benzo[d][1,2,3]triazol-5-yl)oxy)phenyl)amino)pyrido[3,2-d]pyrimidin-6-yl)-3,8-diazabicyclo[3.2.1]octan-8-yl)prop-2-en-1-one